4-(±)-((1-(3-(difluoromethyl)-2-fluorophenyl)ethyl)amino)-N,N-diethyl-2-methyl-7-oxo-7,8-dihydropyrido[2,3-d]pyrimidine-6-carboxamide FC(C=1C(=C(C=CC1)[C@@H](C)NC=1C2=C(N=C(N1)C)NC(C(=C2)C(=O)N(CC)CC)=O)F)F |r|